3-(tert-butyldimethylsilyl)-1-methylquinoxalin-2(1H)-one [Si](C)(C)(C(C)(C)C)C=1C(N(C2=CC=CC=C2N1)C)=O